BrC=1C(=C(C=CC1)NC1=NN=NN1C)[N+](=O)[O-] N-(3-bromo-2-nitrophenyl)-1-methyl-1H-tetrazol-5-amine